4-((R)-hydroxy((S)-2-oxocyclohexyl)methyl)benzonitrile O[C@@H](C1=CC=C(C#N)C=C1)[C@H]1C(CCCC1)=O